C(C)N(CCN(C=1C=C(C=NC1)NC1=NC=C2C(=N1)C(OC=1C=C(C=CC12)N1C(CCC1)=O)(C)C)C)CC 1-{3-[(5-{[2-(diethylamino)ethyl](methyl)amino}pyridin-3-yl)amino]-5,5-dimethyl-5H-chromeno[3,4-d]pyrimidin-8-yl}pyrrolidin-2-one